trifluoromethoxy(phenyl)-2-azaspiro[3.5]nonane FC(OC1(NCC12CCCCC2)C2=CC=CC=C2)(F)F